N-[(1H-Benzimidazol-2-yl)methyl]-2-(methylsulfonyl)-7-(trifluoromethyl)imidazo[2,1-f][1,2,4]triazin-4-amine N1C(=NC2=C1C=CC=C2)CNC2=NC(=NN1C2=NC=C1C(F)(F)F)S(=O)(=O)C